6-(3-amino-6-(3-((dimethylamino)methyl)-4-morpholinophenyl)-5-fluoropyrazin-2-yl)-4-chloro-3-methylisoquinolin-1(2H)-one NC=1C(=NC(=C(N1)F)C1=CC(=C(C=C1)N1CCOCC1)CN(C)C)C=1C=C2C(=C(NC(C2=CC1)=O)C)Cl